N,N-dimethylbehenylamine hydrofluoride F.CN(C)CCCCCCCCCCCCCCCCCCCCCC